2-Methylpropanoic acid [5-[3-chloro-6-fluoro-2-[2-(2-methyl-6-quinolinyl) ethyl] phenyl]-1,3-dimethyl-6-oxo-pyridazin-4-yl] ester ClC=1C(=C(C(=CC1)F)C1=C(C(=NN(C1=O)C)C)OC(C(C)C)=O)CCC=1C=C2C=CC(=NC2=CC1)C